C(CCCCCCCCCCC)C(C(=S)OCC(COC(C(C)CCCCCCCCCCCC)=S)(COC(C(C)CCCCCCCCCCCC)=S)COC(C(C)CCCCCCCCCCCC)=S)C pentaerythritol-tetrakis(dodecyl thiopropionate)